ClC1=CC=C(C=C1)N1N=CC(=C1C)C(CN1CCCCC1)=O 1-(1-(4-chlorophenyl)-5-methyl-1H-pyrazol-4-yl)-2-(piperidin-1-yl)ethan-1-one